C(#N)/C(=C\C1=CC(=C(C(=C1)[N+](=O)[O-])O)O)/C=1SC=C(N1)C(=O)O (E)-2-(1-cyano-2-(3,4-dihydroxy-5-nitrophenyl)vinyl)thiazole-4-carboxylic acid